N[C@H](C(=O)NC=1C(=C(C=C(C1)CC=C)C1=CC(=C(C=C1)O)CC=C)O)CCCCO (S)-2-amino-N-(3',5-diallyl-2,4'-dihydroxy-[1,1'-biphenyl]-3-yl)-6-hydroxyhexanamide